COC=1C(=CC(=C(C1)N1CCC2(OCCO2)CC1)C)[N+](=O)[O-] 8-(5-methoxy-2-methyl-4-nitrophenyl)-1,4-dioxa-8-Azaspiro[4.5]decane